N(=O)N([C@@H](CCC(=O)O)C(=O)O)C(=O)C1=CC=C(NCC2=CN=C3N=C(N)NC(=O)C3=N2)C=C1 N-nitrosofolic acid